N(=[N+]=[N-])CCOCC1=C(C(=O)OC)C=CC=C1 methyl 2-((2-azidoethoxy)methyl)benzoate